FC1=C(OCC2=NC=CC(=N2)O[C@@H]2C[C@@H](N(CC2)CC2=NC3=C(N2C[C@H]2OCC2)C=C(C=C3)CC(=O)O)C)C=CC(=C1)F (2-(((2S,4S)-4-((2-((2,4-difluorophenoxy)methyl)pyrimidin-4-yl)oxy)-2-methylpiperidin-1-yl)methyl)-1-(((S)-oxetan-2-yl)methyl)-1H-benzo[d]imidazol-6-yl)acetic acid